tert-butyl N-[(1r,3r)-3-[(5-[5-methylpyrido[4,3-b]indol-7-yl]pyrimidin-2-yl)oxy]cyclobutyl]carbamate CN1C2=C(C=3C=CC(=CC13)C=1C=NC(=NC1)OC1CC(C1)NC(OC(C)(C)C)=O)C=NC=C2